tert-butyl (R)-3-((S)-1-(tert-butoxy)-1-oxo-3-(3-((triisopropylsilyl)thio)phenyl)propan-2-yl)pyrrolidine-1-carboxylate C(C)(C)(C)OC([C@@H](CC1=CC(=CC=C1)S[Si](C(C)C)(C(C)C)C(C)C)[C@@H]1CN(CC1)C(=O)OC(C)(C)C)=O